(tert-butyldimethylsilyloxy)pyrazole [Si](C)(C)(C(C)(C)C)OC1=NNC=C1